C1(=CC=CC=C1)C=1C2=C(N=C(N1)NCCC1=NC=CC=C1)CN(C2)C#N 4-phenyl-2-((2-(pyridin-2-yl)ethyl)amino)-5,7-dihydro-6H-pyrrolo[3,4-d]pyrimidine-6-carbonitrile